Cl.N1=CC(=CC2=CC=CC=C12)NC(\C=C\C1=NC2(N=C1C1=CC=C(C=C1)C)CCNCC2)=O (E)-N-(quinolin-3-yl)-3-(3-(p-tolyl)-1,4,8-triazaspiro[4.5]dec-1,3-dien-2-yl)acrylamide hydrochloride